C(C1=CC=CC=C1)OC=1C(=C(OCC(=O)O)C=C(C1)C#N)C=O 3-(benzyloxy)-5-cyano-2-formylphenoxyacetic acid